N-(2-((3-(((8-isopropyl-2-((tetrahydro-2H-pyran-4-yl)amino)pyrazolo[1,5-a][1,3,5]triazin-4-yl)amino)methyl)phenyl)amino)-2-oxoethyl)acrylamide C(C)(C)C=1C=NN2C1N=C(N=C2NCC=2C=C(C=CC2)NC(CNC(C=C)=O)=O)NC2CCOCC2